BrC1=CC(=C(CNC(=O)N2CC(C2)OC(C)C)C=C1)C N-(4-bromo-2-methylbenzyl)-3-isopropoxyazetidine-1-carboxamide